CC1C(CC2=CC(=C(C=C12)F)F)N Methyl-5,6-difluoro-2,3-dihydro-1H-inden-2-amine